ClC=1C=C(C=CC1F)NC1=NC=NC2=CC(=C(C=C12)O[C@@H]1CC[C@H](CC1)NS(=O)(=O)N(C)C)OC 4-[(3-chloro-4-fluoro-phenyl)amino]-6-{trans-4-[(dimethylamino)sulfonylamino]-cyclohex-1-yloxy}-7-methoxy-quinazoline